C(=O)CN 1-formylmethylamine